Cl.NCC1=CC=C(C=C1)C1=CN=C2C(N(C=NN21)CC2(CCN(CC2)C(=O)C=2C(=NN(C2)C)CC2=CC=CC=C2)O)=O 7-(4-(aminomethyl)phenyl)-3-((1-(3-benzyl-1-methyl-1H-pyrazole-4-carbonyl)-4-hydroxypiperidin-4-yl)methyl)imidazo[2,1-f][1,2,4]triazin-4(3H)-one hydrochloride